OC1=C(C(=CC=C1)OCC1=CC=C(C=C1)OC(F)(F)F)C(/C=C/C1=CC=C(C=C1)NC(C)=O)=O N-[4-[(E)-3-[2-Hydroxy-6-[[4-(trifluoromethoxy)phenyl]methoxy]phenyl]-3-oxoprop-1-enyl]phenyl]acetamide